C(C)(C)OC(CCC1=CC=CC=C1)=O 3-phenylpropanoic acid isopropyl ester